[O].C(C(=C)C)(=O)N methacrylamide oxygen